NCCNCC(C)=O 1-((2-aminoethyl)amino)propan-2-one